silicon manganese niobium [Nb].[Mn].[Si]